methyl (2S)-2-[[(9H-fluoren-9-ylmethoxy)carbonyl]amino]-3-iodopropanoate C1=CC=CC=2C3=CC=CC=C3C(C12)COC(=O)N[C@@H](C(=O)OC)CI